Guanidine phosphite P(O)(O)O.NC(=N)N